S(=O)(=O)(O)C1=CC=C(C2=CC=CC=C12)C1=CC=C(C=C1C(=O)O)C(=O)O 4-sulfonaphthaleneisophthalic acid